nickel ethylenediamine dibromide [Br-].[Br-].C(CN)N.[Ni+2]